O=C1NC(CCC1NC1=CC=C(C=C1)C1CCN(CC1)C(CC1C(CN(CC1)C(=O)OC(C)(C)C)(F)F)=O)=O tert-butyl 4-[2-[4-[4-[[2,6-dioxo-3-piperidyl]amino]phenyl]-1-piperidyl]-2-oxo-ethyl]-3,3-difluoro-piperidine-1-carboxylate